CN1N=NC(=C1)[C@H]1[C@@H](C1)C(=O)O trans-2-(1-methyl-1H-1,2,3-triazol-4-yl)cyclopropane-1-carboxylic acid